(2-(4-methoxy-3-(pyridin-4-yl)phenylamino)-5-methylpyrimidin-4-ylamino)benzo[d]oxazol-2(3H)-one formate C(=O)O.COC1=C(C=C(C=C1)NC1=NC=C(C(=N1)NN1C(OC2=C1C=CC=C2)=O)C)C2=CC=NC=C2